3-(4,4,5,5-tetramethyl-1,3,2-dioxaborolane-2-yl)-2,5-dihydro-1H-pyrrole-1-carboxylic acid CC1(OB(OC1(C)C)C=1CN(CC1)C(=O)O)C